FC(C1(CC1)C1=NC=CC(=N1)CC1CC2(CN(C2)C(=O)N2C[C@@H]3[C@@H](OCC(N3)=O)CC2)C1)(F)F (4aR,8aS)-6-[6-[[2-[1-(trifluoromethyl)cyclopropyl]pyrimidin-4-yl]methyl]-2-azaspiro[3.3]heptane-2-carbonyl]-4,4a,5,7,8,8a-hexahydropyrido[4,3-b][1,4]oxazin-3-one